ClC=1C=C2C(=NC1OC)C(=C(N2)C2=NC(=NN2)F)C=2C=NNC2 6-chloro-2-(3-fluoro-1H-1,2,4-triazol-5-yl)-5-methoxy-3-(1H-pyrazol-4-yl)-1H-pyrrolo[3,2-b]pyridine